(4-((2-(2-(2-((3S,5S)-5-((S)-2-cyano-4,4-difluoropyrrolidine-1-carbonyl)-2-oxopyrrolidin-3-yl)acetyl)isoindoline-4-carboxamido)ethyl)amino)-4-oxobutanoyl)cysteine C(#N)[C@H]1N(CC(C1)(F)F)C(=O)[C@@H]1C[C@H](C(N1)=O)CC(=O)N1CC=2C=CC=C(C2C1)C(=O)NCCNC(CCC(=O)N[C@@H](CS)C(=O)O)=O